ClC1=CC=C(C=C1)[C@@](C)(O)[C@@H]1[C@H]([C@H]([C@@H](C1)N1C=CC\2=C1NC=N/C2=N/N)O)O (1S,2R,3S,5R)-3-((S)-1-(4-chlorophenyl)-1-hydroxyethyl)-5-((E)-4-hydrazineylidene-1,4-dihydro-7H-pyrrolo[2,3-d]pyrimidin-7-yl)cyclopentane-1,2-diol